perfluoro-sulfonic acid amide FS(=O)(=O)N